(2S)-3-(4-bromophenyl)-2-[9H-fluoren-9-ylmethoxycarbonyl-(methyl)amino]propionic acid BrC1=CC=C(C=C1)C[C@@H](C(=O)O)N(C)C(=O)OCC1C2=CC=CC=C2C=2C=CC=CC12